(3R,4R)-4-(3,4-Dimethoxybenzyl)-3-(4-hydroxy-3-methoxybenzyl)-5-methyldihydrofuran-2(3H)-one COC=1C=C(C[C@@H]2[C@H](C(OC2C)=O)CC2=CC(=C(C=C2)O)OC)C=CC1OC